COS(=O)(=O)[O-].OC(C[N+](C)(C)CC(C)O)C Bis-(2-hydroxypropyl)-dimethylammonium Methylsulfat